C(C=C)(=O)NC=1C(=CC(=C(C1)NC1=NC=C(C(=N1)NC=1C=CC=C2CCN(C12)S(=O)(=O)C)C(=O)OC)OC)N(C)CCN(C)C methyl 2-((5-acrylamido-4-((2-(dimethylamino)ethyl)(methyl)amino)-2-methoxyphenyl)amino)-4-((1-(methylsulfonyl) indolin-7-yl)amino)pyrimidin-5-carboxylate